C(C1=CC=CC=C1)=NCC1CC(CCC1)CN=CC1=CC=CC=C1 N,N'-dibenzylidene-1,3-bis(aminomethyl)cyclohexane